BrC=1C(=C(C(=CC1N)F)C1=CC(=C(N)C=C1)C)F bromo-3'-methyl-2,6-difluorobenzidine